1-[5-fluoro-1-methyl-6-(4-oxocyclohexyl)indazol-3-yl]hexahydropyrimidine-2,4-dione FC=1C=C2C(=NN(C2=CC1C1CCC(CC1)=O)C)N1C(NC(CC1)=O)=O